ClC=1C=C(C=CC1Cl)CNC=1NC(C2=C(N1)C=NN2CCCOCCO)=O 5-[(3,4-dichlorophenyl)methylamino]-1-[3-(2-hydroxyethoxy)propyl]-6H-pyrazolo[4,3-d]pyrimidin-7-one